(2-carbamoylphenyl)-2-((3-trifluoromethylphenyl)amino)benzamide C(N)(=O)C1=C(C=CC=C1)C=1C(=C(C(=O)N)C=CC1)NC1=CC(=CC=C1)C(F)(F)F